2-(2-methylmorpholino)benzo[d]thiazol-6-amine CC1OCCN(C1)C=1SC2=C(N1)C=CC(=C2)N